CS(=O)(=O)OC1CN(C2CC12)C(=O)[O-] 4-((methylsulfonyl)oxy)-2-azabicyclo[3.1.0]Hexane-2-carboxylate